(l)-1-Ethoxyethyl acrylate C(C=C)(=O)OC(C)OCC